N-((1-(N-(tert-butyldimethylsilyl)-S-methylsulfonimidoyl)piperidin-4-yl)methyl)-1-ethyl-1H-pyrazolo[3,4-b]pyridine-4-amine [Si](C)(C)(C(C)(C)C)N=S(=O)(C)N1CCC(CC1)CNC=1C2=C(N=CC1)N(N=C2)CC